3,3',4,4'-biphenyltetracarboxylic acid anhydride C1=CC2=C(C=C1C3=CC4=C(C=C3)C(=O)OC4=O)C(=O)OC2=O